Cl.BrC1=NC=C(C=C1)CCl 2-bromo-5-(chloromethyl)pyridine hydrochloride